5-chloro-6-fluoroquinoline ClC1=C2C=CC=NC2=CC=C1F